(2S,4r)-1-[(2S)-3,3-dimethyl-2-[4-(1-sulfamoyl-cyclopropyl)triazol-1-yl]butyryl]-4-hydroxy-N-methyl-pyrrolidine-2-carboxamide CC([C@@H](C(=O)N1[C@@H](C[C@H](C1)O)C(=O)NC)N1N=NC(=C1)C1(CC1)S(N)(=O)=O)(C)C